4-(TRIFLUOROMETHYL)PHENYLBORONIC ACID FC(C1=CC=C(C=C1)B(O)O)(F)F